C(CCCCCCCCCCCCC)N1C(=C(C(C2=C(C=C(C=C12)OCC1=CC=CC=C1)OCC1=CC=CC=C1)=O)OCC1=CC=CC=C1)C1=CC=CC=C1 N-tetradecyl-2-phenyl-3,5,7-tribenzyloxy-quinolin-4-one